C1(CC1)C=1N=NC=2C3=C(C=C(C2C1)S(=O)(=O)NCC(C)(C)F)[C@@H](CC3)N3C(=NN=C3)NC=3N(N=C(C3)C)C |o1:22| (7R*)-3-cyclopropyl-7-[3-[(2,5-dimethylpyrazol-3-yl)amino]-1,2,4-triazol-4-yl]-N-(2-fluoro-2-methylpropyl)-8,9-dihydro-7H-cyclopenta[h]cinnoline-5-sulfonamide